N-(benzo[d]isoxazol-3-yl)-[1,1'-biphenyl]-4-sulfonamide O1N=C(C2=C1C=CC=C2)NS(=O)(=O)C2=CC=C(C=C2)C2=CC=CC=C2